5-{1-fluoro-3-hydroxy-6-[(3-methylbutyl)amino]naphthalen-2-yl}-1λ6,2,5-thiadiazolidine-1,1,3-trione FC1=C(C(=CC2=CC(=CC=C12)NCCC(C)C)O)N1CC(NS1(=O)=O)=O